3,3-dimethylallyl bromide CC(=CCBr)C